N1=C(N=CC=C1)SC=1N=NC=CC1C#N 3-(Pyrimidin-2-ylsulfanyl)pyridazine-4-carbonitrile